chromium-manganese-zinc oxide [O-2].[Zn+2].[Mn+2].[Cr+3]